Methyl 2-((2-(3-((tert-butoxycarbonyl)((3-(1,3-dioxoisoindolin-2-yl)-6-methoxy-pyridin-2-yl)methyl)amino)propyl)-4-fluorophenyl)amino)-5-fluoro-4-(trifluoromethyl)-benzoate C(C)(C)(C)OC(=O)N(CCCC1=C(C=CC(=C1)F)NC1=C(C(=O)OC)C=C(C(=C1)C(F)(F)F)F)CC1=NC(=CC=C1N1C(C2=CC=CC=C2C1=O)=O)OC